5-(3,4-difluorophenyl)-1,3,4-thiadiazole-2-carboxylic acid ethyl ester C(C)OC(=O)C=1SC(=NN1)C1=CC(=C(C=C1)F)F